3,3,3-TRIFLUORO-DL-ALANINE FC([C@H](N)C(=O)O)(F)F |r|